tert-butyl 2-[4-[[4-[2-(2,6-dioxo-3-piperidyl)-1,3-dioxo-isoindolin-5-yl]piperazin-1-yl]methyl]-1-piperidyl]acetate O=C1NC(CCC1N1C(C2=CC=C(C=C2C1=O)N1CCN(CC1)CC1CCN(CC1)CC(=O)OC(C)(C)C)=O)=O